C(C)C=1C=C(C=CC1C1(CC(=C(C2=CC=CC=C12)O)\N=N\[H])S(=O)(=O)O)C1=CC(=C(C=C1)C1(CC(=C(C2=CC=CC=C12)O)\N=N\[H])S(=O)(=O)O)CC 1,1'-(3,3'-diethyl[1,1'-biphenyl]-4,4'-diyl)bis{4-hydroxy-3-[(E)-diazenyl]naphthalene-1-sulfonic acid}